2-dicyclohexylphosphino-2',4',6'-triisopropylbiphenylyl-gold (I) C1(CCCCC1)P(C1=C(C=CC=C1[Au])C1=C(C=C(C=C1C(C)C)C(C)C)C(C)C)C1CCCCC1